BrC1=CC(=C(C=N1)SC1=CN(C=2C=CC=C(C12)C(=O)OC)C)C methyl 3-[(6-bromo-4-methyl-3-pyridyl)sulfanyl]-1-methyl-indole-4-carboxylate